5-fluoro-1,4-diphenyl-3-trifluoromethyl-1H-pyrazole FC1=C(C(=NN1C1=CC=CC=C1)C(F)(F)F)C1=CC=CC=C1